C(=O)[C@H]1[C@@H]2CCC=3[C@@H]4CC[C@H]([C@@H](CCC=C(C)C)C)[C@]4(CCC3[C@]2(CC[C@@H]1O)C)C 4alpha-Formyl-5alpha-cholesta-8,24-dien-3beta-ol